trans-2-[4-[4-(4-Chlorophenyl)-5-(methylsulfanylmethyl)-1,2,4-triazol-3-yl]cyclohexyl]oxypyridine ClC1=CC=C(C=C1)N1C(=NN=C1CSC)[C@@H]1CC[C@H](CC1)OC1=NC=CC=C1